(2-chloro-4-methoxy-phenyl)boronic acid ClC1=C(C=CC(=C1)OC)B(O)O